2-[4-(cyclopentylamino)phenyl]-1-(2-fluoro-6-methyl-benzoyl)-5-hydroxy-N-[4-methyl-3-(trifluoromethyl)phenyl]piperidine-3-carboxamide C1(CCCC1)NC1=CC=C(C=C1)C1N(CC(CC1C(=O)NC1=CC(=C(C=C1)C)C(F)(F)F)O)C(C1=C(C=CC=C1C)F)=O